O=C1CCC2(CN2C(=O)OCC2=CC=CC=C2)CC1 benzyl 6-oxo-1-azaspiro[2.5]octane-1-carboxylate